(4-fluoro-1,2-phenylene)bis(methylene) (E,E)-bis(N'-(4-methoxyphenyl)carbamimidothioate) dihydrobromide Br.Br.COC1=CC=C(C=C1)\N=C(/N)\SCC1=C(C=C(C=C1)F)CSC(N)=NC1=CC=C(C=C1)OC